2-Propenyl-phosphonic acid C(C=C)P(O)(O)=O